C(#N)C1=C(C(=NC=C1)NC1=C(N=NC(=C1)NC(=O)C1CC1)C(=O)NC([2H])([2H])[2H])OC 4-[(4-cyano-3-methoxypyridin-2-yl)amino]-6-cyclopropaneamido-N-(2H3)methylpyridazine-3-carboxamide